CC1=C(OC2=C1C=C(C=C2C(=O)O)C)CNC(=O)C=2C=NN1C2N=CC=C1 3,5-Dimethyl-2-((pyrazolo[1,5-a]pyrimidine-3-carboxamido)methyl)benzofuran-7-carboxylic acid